ClC1=CC(=C(C=C1)C=1N=C(SC1SC(C)C)N1N=C(C(=C1C(=O)O)C1=CC(=NC(=C1)C)C)C)OC 1-(4-(4-chloro-2-methoxyphenyl)-5-(isopropylsulfanyl)thiazol-2-yl)-4-(2,6-dimethylpyridin-4-yl)-3-methyl-1H-pyrazole-5-carboxylic acid